N-(2-{3-[5-chloro-1H,3H-spiro[1-benzofuran-2,4'-piperidin]-1'-yl]propoxy}phenyl)acetamide ClC=1C=CC2=C(CC3(CCN(CC3)CCCOC3=C(C=CC=C3)NC(C)=O)O2)C1